C(C)(C)(C)C1=CC=C(N1)C=O 5-TERT-BUTYL-PYRROLE-2-CARBALDEHYDE